N-(3-((2-chloro-6-((hydroxyimino)methyl)-7H-pyrrolo[2,3-d]pyrimidin-7-yl)methyl)pyrazine-2-yl)-N-methylmethanesulfonamide ClC=1N=CC2=C(N1)N(C(=C2)C=NO)CC=2C(=NC=CN2)N(S(=O)(=O)C)C